C(C)(C)(C)OC(=O)N[C@@H](CC(NC1=NC(N(C=C1)[C@@H]1O[C@@H]([C@H]([C@@H]1O)O)CO)=O)=O)C(=O)OC(C)(C)C tert-butyl N2-(tert-butoxycarbonyl)-N4-(1-((2R,3S,4S,5R)-3,4-dihydroxy-5-(hydroxymethyl)tetrahydrofuran-2-yl)-2-oxo-1,2-dihydropyrimidin-4-yl)-L-asparaginate